3-[2-(amino)ethyl]-5-hydroxyindole NCCC1=CNC2=CC=C(C=C12)O